ClC=1C=C2C(N(C(=NC2=CC1)COCCN(C(OC(C)(C)C)=O)C)CC(C)(C)C)=O tert-butyl (2-((6-chloro-3-neopentyl-4-oxo-3,4-dihydroquinazolin-2-yl)methoxy)ethyl)(methyl)carbamate